ClC1=CC=C(C=C1)[C@@]1(N(C(C2=CC(=CC(=C12)F)C(C)(O)C1CC1)=O)CC1=CC=C(C=N1)C#N)OCC1(CC1)CO 6-{[(1R)-1-(4-Chlorophenyl)-5-(1-cyclopropyl-1-hydroxyethyl)-7-fluoro-1-{[1-(hydroxymethyl)cyclopropyl]methoxy}-3-oxo-2,3-dihydro-1H-isoindol-2-yl]methyl}pyridin-3-carbonitril